5-(furan-2-yl)-4-hydroxy-6-methylpyridine-3-carboxamide O1C(=CC=C1)C=1C(=C(C=NC1C)C(=O)N)O